tert-Butyl 3-(1-{2-oxo-2-[(2S)-2-(trifluoromethyl)pyrrolidin-1-yl]ethyl}-1H-pyrazolo[4,3-b]pyridin-3-yl)azetidine-1-carboxylate O=C(CN1N=C(C2=NC=CC=C21)C2CN(C2)C(=O)OC(C)(C)C)N2[C@@H](CCC2)C(F)(F)F